FC1=C(C=CC=2C3=C(C(NC12)=O)C=CO3)CN3CCN(CC3)C=3C=NC(=CC3)C(NC)=O 6-fluoro-7-((4-(6-(methylcarbamoyl)pyridin-3-yl)piperazin-1-yl)methyl)furo[3,2-c]quinolin-4(5H)-one